N-(3-(7-((4-methoxybenzyl)(methyl)amino)-1,6-naphthyridin-3-yl)-4-methylphenyl)-5-(2,2,2-trifluoro-1-hydroxyethyl)nicotinamide COC1=CC=C(CN(C2=NC=C3C=C(C=NC3=C2)C=2C=C(C=CC2C)NC(C2=CN=CC(=C2)C(C(F)(F)F)O)=O)C)C=C1